4-(Cyclopropylthio)aniline methyl-(S)-4-(2-((3-fluoro-4-((8-methylisoquinolin-1-yl)((R)-piperidin-3-yl)carbamoyl)phenyl)amino)pyrimidin-4-yl)morpholine-3-carboxylate COC(=O)[C@H]1N(CCOC1)C1=NC(=NC=C1)NC1=CC(=C(C=C1)C(N([C@H]1CNCCC1)C1=NC=CC2=CC=CC(=C12)C)=O)F.C1(CC1)SC1=CC=C(N)C=C1